(1S)-1-[(2S)-1-methylpyrrolidin-2-yl]ethan-1-ol CN1[C@@H](CCC1)[C@H](C)O